trans-4-[[1-[1-(2,6-dioxo-3-piperidyl)-3-methyl-2-oxo-benzimidazol-5-yl]-4-piperidyl]oxy]cyclohexanecarbaldehyde O=C1NC(CCC1N1C(N(C2=C1C=CC(=C2)N2CCC(CC2)O[C@@H]2CC[C@H](CC2)C=O)C)=O)=O